CN(C)CC1(CC1)COC=1N=C(C2=C(N1)CN(C2)C(=O)C2=CC(=CC1=CC=CC(=C21)I)O)N2C(CCCCC2)C(=O)N 1-(2-((1-((dimethylamino)methyl)cyclopropyl)methoxy)-6-(3-hydroxy-8-iodo-1-naphthoyl)-6,7-dihydro-5H-pyrrolo[3,4-d]pyrimidin-4-yl)azepane-2-carboxamide